[Mg+2].C(CC)(=O)[O-].[Mg+2].C(CC)(=O)[O-].C(CC)(=O)[O-].C(CC)(=O)[O-] magnesium propionate, magnesium salt